methyl 5-bromo-2-oxo-1-((tetrahydro-2H-pyran-4-yl) methyl)-1,2-dihydropyridine-3-carboxylate BrC=1C=C(C(N(C1)CC1CCOCC1)=O)C(=O)OC